benzyl 3-methyl 4-benzylpiperazine-1,3-dicarboxylate C(C1=CC=CC=C1)N1C(CN(CC1)C(=O)OCC1=CC=CC=C1)C(=O)OC